ClC1=NC(=NC=C1)C=1C=CC(=NC1C)N[C@@H]1CN(CC1)C(=O)OC(C)(C)C tert-butyl (3S)-3-((5-(4-chloropyrimidin-2-yl)-6-methylpyridin-2-yl)amino)pyrrolidine-1-carboxylate